IC=1C=NN2C1C(=NC(=C2)C=2C=NN(C2)C)O[C@@H]2C[C@H](C2)N(C(OC(C)(C)C)=O)C tert-butyl ((trans)-3-((3-iodo-6-(1-methyl-1H-pyrazol-4-yl)pyrazolo[1,5-a]pyrazin-4-yl)oxy)cyclobutyl)(methyl)carbamate